NC=1C=C(C=CC1)C1=CC=C(C=C1)[C@H]1[C@@H](C1)N(C(OC(C)(C)C)=O)C1CCC(CC1)NC(=O)OC(C)(C)C tert-butyl ((trans)-2-(3'-amino-[1,1'-biphenyl]-4-yl)cyclopropyl)(4-((tert-butoxycarbonyl)amino) cyclohexyl)carbamate